C12(CC3CC(CC(C1)C3)C2)C(=O)OCCS(=O)(=O)[O-].C2(=CC=CC=C2)[S+](C2=CC=CC=C2)C2=CC=CC=C2 triphenylsulfonium 2-[(adamantane-1-carbonyl)oxy]ethanesulfonate